(1R,6S)-2,2-difluoro-6-{[(1R,5S,8R)-3-(propan-2-yl)-3-azabicyclo[3.2.1]octan-8-yl]oxy}cyclohexan-1-amine FC1([C@@H]([C@H](CCC1)OC1[C@H]2CN(C[C@@H]1CC2)C(C)C)N)F